FC1=CC=C(C=C1)N1N=C(C(=C1)C1=CC=C(C=C1)F)[C@@H]1OCC(N1CCC1=CC2=C(NC(N2)=O)C=C1)=O (2S)-2-(1,4-bis(4-fluorophenyl)-1H-pyrazol-3-yl)-3-(2-(2-oxo-2,3-dihydro-1H-benzo[d]imidazol-5-yl)ethyl)oxazolidin-4-one